triethyl[2-(methylthio)ethyl]-phosphonium C(C)[P+](CCSC)(CC)CC